Cl.CN1N=CC(=C1)C=1C=C(C=2N(C1)N=CC2C#N)C=2C=NNC2 6-(1-methyl-1H-pyrazol-4-yl)-4-(1H-pyrazol-4-yl)pyrazolo[1,5-a]pyridine-3-Formonitrile hydrochloride